N(=NN1C(NCC1)=O)N1C(NCC1)=O azobisimidazolidone